2-fluoro-4,6-dinitropyridine FC1=NC(=CC(=C1)[N+](=O)[O-])[N+](=O)[O-]